(8-(methylamino)-5-(pyrazolo[1,5-a]pyridin-2-ylethynyl)-2,7-naphthyridin-3-yl)cyclopropanecarboxamide CNC=1N=CC(=C2C=C(N=CC12)C1(CC1)C(=O)N)C#CC1=NN2C(C=CC=C2)=C1